5-(3,5-dichloropiperazin-1-yl)-2,3-dihydro-1,4-benzodioxine ClC1CN(CC(N1)Cl)C1=CC=CC=2OCCOC21